glyceryl-mono-Cinnamic acid C(C(O)CO)C(C(=O)O)=CC1=CC=CC=C1